ClC1=C(OC=2C(N(C=NC2C(C(F)(F)F)(F)F)CC=2C(=NC(=NC2C)C)OC)=O)C(=CC(=C1)OC)C 5-(2-chloro-4-methoxy-6-methylphenoxy)-3-((4-methoxy-2,6-dimethylpyrimidin-5-yl)methyl)-6-(perfluoroethyl)pyrimidin-4(3H)-one